2-(2-Pentyloxyethoxy)-1-aminoethan C(CCCC)OCCOCCN